C[C@H]1C[C@H](C(=O)/C=C/[C@H]([C@H](OC(=O)[C@@H]([C@H]1O[C@H]2[C@@H]([C@H](C[C@H](O2)C)N(C)C)O)C)[C@@H](C)O)C)C The molecule is a twelve-membered macrolide antibiotic that is biosynthesised by Streptomyces venezuelae. It has a role as a bacterial metabolite. It is an enone, a macrolide antibiotic and a monosaccharide derivative. It is a conjugate base of a neomethymycin(1+).